ClC1=NC=CC(=C1C1=CC=C(C=C1)NC(OC(C)(C)C)=O)C tert-butyl (4-(2-chloro-4-methylpyridin-3-yl)phenyl)carbamate